6-chloro-4-{4-[(2-hydroxy-5-methoxyphenyl)methyl]piperazin-1-yl}-1-methyl-2-oxo-1,2-dihydro-1,5-naphthyridine-3-carbonitrile ClC=1N=C2C(=C(C(N(C2=CC1)C)=O)C#N)N1CCN(CC1)CC1=C(C=CC(=C1)OC)O